C(C)N(C1C(CCC1)OC=1C=C2CN(C(C2=CC1)=O)C1C(NC(CC1)=O)=O)CC12CC(C1)(C2)F 3-(5-((2-(ethyl((3-fluorobicyclo[1.1.1]pentan-1-yl)methyl)amino)cyclopentyl)oxy)-1-oxoisoindolin-2-yl)piperidine-2,6-dione